O(C1=CC=CC=C1)C1CCN2N=C(N=C21)NC2C1CNCC2CC1 7-PHENOXY-N-(3-AZABICYCLO[3.2.1]OCTAN-8-YL)-6,7-DIHYDRO-5H-PYRROLO[1,2-B][1,2,4]TRIAZOL-2-AMIN